N-octylpyridine nitrate [N+](=O)(O)[O-].C(CCCCCCC)N1CC=CC=C1